C1(CC2C(CC1)O2)CCCCCCCC[Si](OCC)(OCC)C 8-(3,4-epoxycyclohexyl)octylmethyldiethoxysilane